5-bromo-6-ethoxypicolinaldehyde BrC=1C=CC(=NC1OCC)C=O